C(C)S(=O)(=O)NC(=N)[C@H]1N2C(N([C@H](CC1)C2)O)=O (2S,5R)-N-(ethylsulfonyl)-6-hydroxy-7-oxo-1,6-diazabicyclo[3.2.1]octane-2-carboximidamide